tert-butyl N-(4-amino-3-fluorophenyl)-N-tert-butoxycarbonyl-carbamate NC1=C(C=C(C=C1)N(C(OC(C)(C)C)=O)C(=O)OC(C)(C)C)F